Tert-Butyl 4-(3-chlorophenyl)-4-hydroxypiperidine-1-carboxylate ClC=1C=C(C=CC1)C1(CCN(CC1)C(=O)OC(C)(C)C)O